tert-butyl 9-acetyl-2,6,9-triazaspiro[4.5]decane-2-carboxylate C(C)(=O)N1CCNC2(CCN(C2)C(=O)OC(C)(C)C)C1